FC1=C(C=CC=C1)S(=O)(=O)N1CC2(CC2C1)C#CC1=NC=CC=C1 3-((2-fluorophenyl)sulfonyl)-1-(pyridin-2-ylethynyl)-3-azabicyclo[3.1.0]hexane